N-{3-nitro-4-[(oxan-4-ylmethyl)amino]benzenesulfonyl}-4-{2-[(2S)-2-[2-(prop-1-en-2-yl)phenyl]pyrrolidin-1-yl]-7-azaspiro[3.5]nonan-7-yl}benzamide hydrochloride Cl.[N+](=O)([O-])C=1C=C(C=CC1NCC1CCOCC1)S(=O)(=O)NC(C1=CC=C(C=C1)N1CCC2(CC(C2)N2[C@@H](CCC2)C2=C(C=CC=C2)C(=C)C)CC1)=O